2-(4-fluoro-2-methylphenyl)-2-oxoacetic acid ethyl ester C(C)OC(C(=O)C1=C(C=C(C=C1)F)C)=O